9,12-dioxa-6,15-diazahenicosanedioate C(CCCCNCCOCCOCCNCCCCCC(=O)[O-])(=O)[O-]